Ethyl 1-(3-methyl-3-((trimethylsilyl)oxy)cyclobutyl-1-d)-5-(trifluoromethyl)-1H-pyrazole-4-carboxylate CC1(CC(C1)([2H])N1N=CC(=C1C(F)(F)F)C(=O)OCC)O[Si](C)(C)C